C1(CC2C(CC1)O2)CC[Si](O[Si](CCC2CC1C(CC2)O1)(C)C)(C)C 1,3-bis(2-(3,4-epoxycyclohexyl)ethyl)tetramethyldisiloxane